COC=1C=C(C2=CC=CC=C2C1)C(C)=O 1-(3-methoxynaphthalen-1-yl)ethanone